N-(1-(2,5-difluorophenyl)-1-(1-methyl-2-oxo-1,2-dihydropyridin-3-yl)but-3-yne-1-yl)-2-methylpropane-2-sulfinamide FC1=C(C=C(C=C1)F)C(CC#C)(C=1C(N(C=CC1)C)=O)NS(=O)C(C)(C)C